CSC1=NC2=CC=CC=C2C=N1 2-(METHYLTHIO)QUINAZOLIN